C(C)OC(=O)C1=CC(=C2C(=N1)O[C@H](CC2)C(C)C)C2=C(C=C(C=C2)F)F (R)-5-(2,4-difluorophenyl)-2-isopropyl-3,4-dihydro-2H-pyrano[2,3-b]Pyridine-7-carboxylic acid ethyl ester